C5-propynyl-cytidine C(#CC)C=1C(=NC(N([C@H]2[C@H](O)[C@H](O)[C@@H](CO)O2)C1)=O)N